5-bromo-1-[6-(furan-2-yl)-2-(methylsulfanyl)pyrimidin-4-yl]-1,2,3-benzotriazole BrC1=CC2=C(N(N=N2)C2=NC(=NC(=C2)C=2OC=CC2)SC)C=C1